1-(4-((4-FLUOROPIPERIDIN-1-YL)METHYL)PYRIDIN-2-YL)-N-(1-METHYL-1H-INDAZOL-7-YL)-1H-PYRAZOLE-4-SULFONAMIDE FC1CCN(CC1)CC1=CC(=NC=C1)N1N=CC(=C1)S(=O)(=O)NC=1C=CC=C2C=NN(C12)C